C(C1=CC=CC=C1)OC(=O)NCCC(=O)O 3-([(Benzyloxy)carbonyl]amino)propionic acid